tert-butyl 2-[(3-bromo-2-fluorophenyl) methyl]-3-oxopyrrolidine-1-carboxylate BrC=1C(=C(C=CC1)CC1N(CCC1=O)C(=O)OC(C)(C)C)F